1-(4-((4-((5-(furan-2-yl)-2-(2-hydroxypropan-2-yl)phenyl)amino)-7-methoxyquinazoline-6-yl)oxy)piperidin-1-yl)prop-2-en-1-one O1C(=CC=C1)C=1C=CC(=C(C1)NC1=NC=NC2=CC(=C(C=C12)OC1CCN(CC1)C(C=C)=O)OC)C(C)(C)O